4,6-Diamino-2-Cyclopropylaminopyrimidin-5-Carbonitril NC1=NC(=NC(=C1C#N)N)NC1CC1